The molecule is an O-acylcarnitine having 3-hydroxyisovaleryl as the acyl substituent. It has a role as a human metabolite. It derives from a 3-hydroxyisovaleric acid. CC(C)(CC(=O)OC(CC(=O)[O-])C[N+](C)(C)C)O